(3-methoxybenzyl)-2-(7-methoxynaphthalen-1-yl)acetamide COC=1C=C(CC(C(=O)N)C2=CC=CC3=CC=C(C=C23)OC)C=CC1